C(C)(=O)NCC[C@@H](C1=CC=CC=C1)NC(=O)N1CC2=CC=CC(=C2CC1)C1=CC=C(C=C1)C(F)(F)F (S)-N-(3-acetamido-1-phenylpropyl)-5-(4-(trifluoromethyl)phenyl)-3,4-dihydroisoquinoline-2(1H)-carboxamide